Tri(6-methyl-3-heptyl)citrat CC(CCC(CC)C(C(C(C(=O)[O-])(C(CC)CCC(C)C)C(CC)CCC(C)C)(O)C(=O)[O-])C(=O)[O-])C